dicyclopentyl-(2,5-dimethoxyphenyl)phosphine C1(CCCC1)P(C1=C(C=CC(=C1)OC)OC)C1CCCC1